6-chloro-5-(2-chloroethyl)oxindole ClC1=C(C=C2CC(NC2=C1)=O)CCCl